C(C)(C)(C)OC(N[C@H]1CN(CCC1)C(=O)C=1C=C(C2=C(SC(=C2CCO)C=2N(C3=CC=CC=C3C2)CC2CC2)C1)OC)=O (R)-(1-(2-(1-(cyclopropylmethyl)-1H-indol-2-yl)-3-(2-hydroxyethyl)-4-methoxybenzo[b]thiophene-6-carbonyl)piperidin-3-yl)carbamic acid tert-butyl ester